cerium ammonia salt N.[Ce]